BrC1=CC=2N(C[C@H]3N(C2C=C1)CCC(C3)F)S(=O)(=O)C3=CC(=CC=C3)C(F)(F)F (6aS)-3-bromo-8-fluoro-5-((3-(trifluoromethyl)phenyl)sulfonyl)-6,6a,7,8,9,10-hexahydro-5H-pyrido[1,2-a]Quinoxaline